C(C1=CC=CC=C1)OC[C@H]1OCC2(CCCO2)CN(C1)C(=O)OC(C)(C)C tert-butyl (8S)-8-[(benzyloxy)methyl]-1,7-dioxa-10-azaspiro[4.6]undecane-10-carboxylate